1-(Biphenyl-4-yl)-2-methyl-2-morpholinopropan C1(=CC=C(C=C1)CC(C)(N1CCOCC1)C)C1=CC=CC=C1